N-tert-butyl-3-(2-tert-butylpyrazol-3-yl)-5-(3,4-difluorophenyl)benzamide C(C)(C)(C)NC(C1=CC(=CC(=C1)C1=CC(=C(C=C1)F)F)C=1N(N=CC1)C(C)(C)C)=O